tert-butyl 4-[6-[2-methyl-8-(methylcarbamoyl)imidazo[1,2-b]pyridazin-6-yl]-1-oxo-2-isoquinolyl]piperidine-1-carboxylate CC=1N=C2N(N=C(C=C2C(NC)=O)C=2C=C3C=CN(C(C3=CC2)=O)C2CCN(CC2)C(=O)OC(C)(C)C)C1